3-nitro-4-[(tetrahydro-2H-pyran-4-ylmethyl)amino]benzenesulfonamide [N+](=O)([O-])C=1C=C(C=CC1NCC1CCOCC1)S(=O)(=O)N